C(C)OC(CC1CC(C1)C1CCN(CC1)C(=O)OC(C)(C)C)=O tert-butyl 4-(3-(2-ethoxy-2-oxoethyl)cyclobutyl)piperidine-1-carboxylate